N-(2-imidazolin-2-yl)-2,3-xylidine N1C(=NCC1)NC1=C(C(=CC=C1)C)C